4,5-dimethyl-1,3-diphenylimidazolium-2-carboxylate CC=1[N+](=C(N(C1C)C1=CC=CC=C1)C(=O)[O-])C1=CC=CC=C1